C1(=CC=CC=C1)N1C(C(N(CC1)CC1=NC=C(C=N1)C1=CC=CC=C1)=O)=O 1-phenyl-4-((5-phenylpyrimidin-2-yl)methyl)piperazine-2,3-dione